C1(CC1)C=1N=NN(C1)[C@H](C(=O)N1[C@@H](C[C@H](C1)O)C(=O)NCCC1=CC=C2CCOCC2=C1)C(C)(C)C (2S,4R)-1-[(2S)-2-(4-cyclopropyltriazol-1-yl)-3,3-dimethyl-butanoyl]-4-hydroxy-N-(2-isochroman-7-ylethyl)pyrrolidine-2-carboxamide